C(CCC)C=1C(=C(C(=C(C1)P(C(C1=C(C=C(C=C1C)C)C)=O)#P)CCCCCCCCCC)CCCC)CCCC tributyl-(decyl)phosphinEtriyl-(2,4,6-trimethylbenzoyl)phenyl-phosphine